C1(CC1)NC(C1=C(C=C(C(=C1)C=1C=NC(=C(C1)C=1C=NN(C1)CCO)N[C@H](CO)C)C)F)=O (S)-N-cyclopropyl-2-fluoro-5-(5-(1-(2-hydroxyethyl)-1H-pyrazol-4-yl)-6-((1-hydroxypropan-2-yl)amino)pyridin-3-yl)-4-methylbenzamide